ClC=1C(=C(C(=CC1Cl)Cl)OC(C(=O)OC1=C(C(=C(C=C1Cl)Cl)Cl)C(=O)OCCC(C)C)=O)C(=O)OCCC(C)C bis{3,4,6-trichloro-2-[(3-methylbutoxy)carbonyl] phenyl}oxalate